[Si](C)(C)(C(C)(C)C)OC1(N2C(NC(C=C1C)C2)=O)C(=O)NCO tert-butyl(dimethyl)silyloxy-N-(hydroxymethyl)-3-methyl-7-oxo-1,6-diazabicyclo[3.2.1]oct-3-ene-2-carboxamide